{6-[(tert-Butoxycarbonyl)amino]pyridin-3-yl}-6-chloro-7-fluoro-4-oxoquinoline-3-carboxylic acid ethyl ester C(C)OC(=O)C1C(=NC2=CC(=C(C=C2C1=O)Cl)F)C=1C=NC(=CC1)NC(=O)OC(C)(C)C